6-((3-Fluoro-4-(4-(trifluoromethyl)piperidin-1-yl)phenyl)amino)-2-methyl-3-oxo-2,3-dihydro-1H-indazole-1-carboxylic acid tert-butyl ester C(C)(C)(C)OC(=O)N1N(C(C2=CC=C(C=C12)NC1=CC(=C(C=C1)N1CCC(CC1)C(F)(F)F)F)=O)C